C(C(C)C)N(CCNCCN(CC(C)C)CC(C)C)CC(C)C N,N,N'',N''-tetra(i-butyl)diethylenetriamine